COCCCS(=O)(=O)C1=CC=C(C=C1)C1=CC=C(C=C1)C(C)(C)NC(=O)NC1(CN2CCC1CC2)CCC 1-(2-(4'-((3-methoxypropyl)sulfonyl)-[1,1'-biphenyl]-4-yl)propan-2-yl)-3-(3-propylquinuclidin-3-yl)urea